6-({5-[(1S,3R)-3-hydroxycyclopentyl]-2-(2-methylprop-2-yl)pyrazol-3-yl}amino)-4-methyl-3-oxo-3,4-dihydro-2H-1λ6-benzo[2,1-e][1,2,4]thiadiazine-1,1-dione O[C@H]1C[C@H](CC1)C=1C=C(N(N1)C(C)(C)C)NC1=CC=2N(C(NS(C2C=C1)(=O)=O)=O)C